3,4-Difluoro-2-(2-fluoro-4-iodoanilino)-5-[[2-fluoro-3-[[1-(methoxymethyl)cyclopropyl]sulfonylamino]phenyl]methyl]benzamide FC=1C(=C(C(=O)N)C=C(C1F)CC1=C(C(=CC=C1)NS(=O)(=O)C1(CC1)COC)F)NC1=C(C=C(C=C1)I)F